2-methanesulfonyl-7-methyl-8-[4-(pyrrolidine-1-carbonyl)phenyl]-3H-pyrazolo[1,5-a][1,3,5]triazin-4-one CS(=O)(=O)C1=NC=2N(C(N1)=O)N=C(C2C2=CC=C(C=C2)C(=O)N2CCCC2)C